Ethyl (3S)-3-(3-cyclopropyl-2-(5-(2-(dimethylamino)ethyl)-2-oxo-4-(trifluoromethyl)pyridin-1(2H)-yl)propanamido)-3-(4-fluoro-2',4',5,6'-tetramethyl-[1,1'-biphenyl]-3-yl)propanoate C1(CC1)CC(C(=O)N[C@@H](CC(=O)OCC)C=1C=C(C=C(C1F)C)C1=C(C=C(C=C1C)C)C)N1C(C=C(C(=C1)CCN(C)C)C(F)(F)F)=O